N-[4-(3-Cyanophenyl)-5-[2-(1-hydroxyethyl)-6-methyl-4-pyridyl]thiazol-2-yl]-2-oxa-6-azaspiro[3.3]heptan-6-carboxamid C(#N)C=1C=C(C=CC1)C=1N=C(SC1C1=CC(=NC(=C1)C)C(C)O)NC(=O)N1CC2(COC2)C1